6-(difluoromethoxy)-N-(3-(4-fluoropiperidin-1-yl)propyl)-2-(4-(pyrrolidin-2-yl)phenyl)benzo[d]imidazo[2,1-b]thiazole-7-carboxamide FC(OC=1C(=CC2=C(N3C(S2)=NC(=C3)C3=CC=C(C=C3)C3NCCC3)C1)C(=O)NCCCN1CCC(CC1)F)F